O-(2-(1-(6,7-dimethoxyquinazolin-4-yl)piperidin-4-yl)ethyl) O,O-Dihydrogen Phosphorothioate P(OCCC1CCN(CC1)C1=NC=NC2=CC(=C(C=C12)OC)OC)(O)(O)=S